C(C)(C)C1=C(NC2=CC=C(C=C12)OC1CCN(CC1)CCC(F)(F)F)C1=CC(=NC=C1)C 3-Isopropyl-2-(2-methylpyridin-4-yl)-5-((1-(3,3,3-trifluoropropyl)piperidin-4-yl)oxy)-1H-indol